ClC1=NC(=C(C(=N1)Cl)OC[C@H](C(F)(F)F)NC(OC(C)(C)C)=O)NCCC1=CNC2=CC=CC=C12 tert-butyl N-[(1R)-1-[[2,4-dichloro-6-[2-(1H-indol-3-yl)ethylamino]pyrimidin-5-yl]oxymethyl]-2,2,2-trifluoro-ethyl]carbamate